C1(CC1)OC1=CC=2N=CN=C(C2N=C1NC(=O)C12CC(C1)(C2)N(C)C)C=2C(=NN(C2)C)C2=C(C=CC=C2)F N-{7-cyclopropoxy-4-[3-(2-fluorophenyl)-1-methyl-1H-pyrazol-4-yl]pyrido[3,2-d]pyrimidin-6-yl}-3-(dimethylamino)bicyclo[1.1.1]pentane-1-carboxamide